tert-butyl N-[(3R)-2-oxo-1-phenylpyrrolidin-3-yl]carbamate O=C1N(CC[C@H]1NC(OC(C)(C)C)=O)C1=CC=CC=C1